C(#N)[C@H](C[C@H]1C(NCC1)=O)NC(=O)[C@@H]1N([C@@H]2CC([C@H]1CC2)(F)F)C(=O)C=2C=CC=C1C=C(NC21)C (1S,3R,4S)-N-((S)-1-cyano-2-((S)-2-oxopyrrolidin-3-yl)ethyl)-5,5-difluoro-2-(2-methyl-1H-indole-7-carbonyl)-2-azabicyclo[2.2.2]octane-3-carboxamide